BrC=1C=C(NC)C=C(C1)F 3-bromo-5-fluoro-N-methylaniline